dimethyl-allylamine acetate C(C)(=O)O.CN(CC=C)C